2-(2-fluoro-3-methyl-4-((1-methyl-1H-1,2,4-triazol-5-yl)carbamoyl)phenyl)-9,10-dihydro-4H-benzo[d]pyrazolo[1,5-a][1,3]diazepine-3-carboxamide FC1=C(C=CC(=C1C)C(NC1=NC=NN1C)=O)C1=NN2C(NC3=C(CC2)C=CC=C3)=C1C(=O)N